C1(=CC=CC=C1)C(C)(C)O 2-phenyl-2-propanol